7-(2-((1S,3R)-3-acetylaminocyclohexane-1-carboxamido)-5-chloropyridin-4-yl)-2,2-dimethyl-2,3-dihydro-1H-pyrrolizine-5-carboxamide C(C)(=O)N[C@H]1C[C@H](CCC1)C(=O)NC1=NC=C(C(=C1)C=1C=C(N2CC(CC12)(C)C)C(=O)N)Cl